benzyl-6-chloropyrimidin-4-amine C(C1=CC=CC=C1)C1=NC(=CC(=N1)N)Cl